CS(=O)(=O)C[C@@H]1[C@H](N(C1)C=1C=CC(=C2C=C(N=CC12)NC1=NC(=NC=C1)N1C[C@H]([C@H](CC1)OC)OCCO)C(C)C)C 2-{[(3R,4S)-1-[4-({8-[(2R,3S)-3-(methanesulfonyl-methyl)-2-methylazetidin-1-yl]-5-(propan-2-yl)isoquinolin-3-yl}amino)pyrimidin-2-yl]-4-methoxy-piperidin-3-yl]oxy}ethan-1-ol